5,6-dimethyl-8-isopropenyl-bicyclo[4.4.0]dec-1-en-3-one CC1CC(C=C2CCC(CC12C)C(=C)C)=O